(4-((1-(3-amino-5-(trifluoromethyl)phenyl)ethyl)amino)-6-((2-methoxyethyl)amino)-2-methylquinazoline-7-yl)(1,1-dioxothiomorpholino)methanone NC=1C=C(C=C(C1)C(F)(F)F)C(C)NC1=NC(=NC2=CC(=C(C=C12)NCCOC)C(=O)N1CCS(CC1)(=O)=O)C